3-((7,8-dimethoxy-2-oxo-2,3-dihydro-1H-imidazo[4,5-c]quinolin-1-yl)methyl)benzenesulfonamide copper-cobalt-iron [Fe].[Co].[Cu].COC=1C(=CC=2C3=C(C=NC2C1)NC(N3CC=3C=C(C=CC3)S(=O)(=O)N)=O)OC